FC1=C(C=C(C(=C1OC)C(C)C)OC)C=1OC2=C(N1)C=CC=C2 2-(2-Fluoro-4-isopropyl-3,5-dimethoxyphenyl)benzoxazole